4-[(4R)-4-ethyl-2-imino-4-methyl-6-oxo-hexahydropyrimidin-1-yl]-N-[(1R,2R)-2-hydroxy-2-methyl-indan-1-yl]-3-methoxy-chromane-6-carboxamide C(C)[C@]1(NC(N(C(C1)=O)C1C(COC2=CC=C(C=C12)C(=O)N[C@H]1[C@](CC2=CC=CC=C12)(C)O)OC)=N)C